Cl.NC/C(/COC=1C=C2CCN(C(C2=CC1)=O)CC(=O)NCCS(=O)(=O)C)=C\F 2-[6-[(E)-2-(aminomethyl)-3-fluoro-allyloxy]-1-oxo-3,4-dihydroisoquinolin-2-yl]-N-(2-methanesulfonylethyl)acetamide hydrochloride